Cl.C#C.C#C diacetylene-HCl